[Si](C)(C)(C(C)(C)C)OCC#CC=1C=C(C=NC1CO)C#N 5-[3-[tert-butyl(dimethyl)silyl]oxyprop-1-ynyl]-6-(hydroxymethyl)pyridine-3-carbonitrile